ClC1=NC=2N(C(=C1)NCC1=C(C=C(C=C1)C1=NC=CC=N1)F)N=CC2C2CC2 5-chloro-3-cyclopropyl-N-(2-fluoro-4-(pyrimidin-2-yl)benzyl)pyrazolo[1,5-a]pyrimidin-7-amine